Methyl ((2-(((1s,3R)-3-(((tert-butyldimethylsilyl)oxy)methyl)cyclobutyl)methoxy)-4-methylphenyl)sulfonyl)-L-prolinate [Si](C)(C)(C(C)(C)C)OCC1CC(C1)COC1=C(C=CC(=C1)C)S(=O)(=O)N1[C@@H](CCC1)C(=O)OC